NC1=NC=C(C2=C1C(=NN2C)C2=CC(=C(C=C2)NS(=O)(=O)C(F)F)O[C@@H](C)C2=CC=C(C=C2)F)C=2C=NN(C2)CCOC2=CC=C(C(=O)O)C=C2 4-[2-(4-{4-amino-3-[4-(difluoromethanesulfonamido)-3-[(1S)-1-(4-fluorophenyl)ethoxy]phenyl]-1-methyl-1H-pyrazolo[4,3-c]pyridin-7-yl}-1H-pyrazol-1-yl)ethoxy]benzoic acid